NC=1C(=NC(=CN1)C1=C(C=CC(=C1)C1=C2N(N=C1)CC(C2)(C)C)O)C(=O)N[C@@H]2CNC[C@H]2O 3-amino-6-(5-(5,5-dimethyl-5,6-dihydro-4H-pyrrolo[1,2-b]pyrazol-3-yl)-2-hydroxyphenyl)-N-((3R,4R)-4-hydroxypyrrolidin-3-yl)pyrazine-2-carboxamide